C1(=CC=CC=C1)C=1N=CC(=NC1C1=CC=CC=C1)N1[C@@H](C[C@@H](CC1)OCC(=O)O)C 2-(((2r,4r)-1-(5,6-diphenylpyrazin-2-yl)-2-methylpiperidin-4-yl)oxy)acetic acid